5-trifluoromethylisoindole hydrochloride Cl.FC(C1=CC2=CNC=C2C=C1)(F)F